ClC=1C=C(C=C(C1)Cl)C(CC(=O)NC1=CC(=C(C=C1)F)C(=O)NC1=CC=C(C=C1)F)C(F)(F)F 3,5-dichloro-N-[4-fluoro-3-[[(4-fluorophenyl)amino]carbonyl]-phenyl]-β-(trifluoromethyl)benzenepropanamide